COC1CCC(CC1)NC=1N=CC2=C(N1)NC=C2C2=CC=1N(C=C2)N=CC1 N-((1s,4s)-4-methoxycyclohexyl)-5-(pyrazolo[1,5-a]pyridin-5-yl)-7H-pyrrolo[2,3-d]pyrimidin-2-amine